C(C)(C)(C)OOC(C)(C#CC(C)(C)OOC(C)(C)C)C 2,5-di-(tert-butylperoxy)-2,5-dimethyl-3-hexyne